C(C)(C)(C)OC(=O)N1C=CC2=C(C(=CC(=C12)C)S(=O)(=O)C)CCl.C(=O)(C=C)N1CCN(CC1)C(=O)N(S(=O)(=O)N)C(C)C#CC1=CC(=C(C=C1)Cl)Cl 4-acryl-N-(4-(3,4-dichlorophenyl)3-butyn-2-yl)piperazine-1-carbonyl-sulfamide tert-butyl-4-(chloromethyl)-7-methyl-5-(methylsulfonyl)-1H-indole-1-carboxylate